C1(CC1)CN1C(=CC2=CC=CC(=C12)O)C1=NC=2C(=CC=3CCN(C(C3C2)=O)C[C@@H](CF)NC(OC(C)(C)C)=O)N1C tert-butyl (S)-(1-(2-(1-(cyclopropylmethyl)-7-hydroxy-1H-indol-2-yl)-1-methyl-5-oxo-1,5,7,8-tetrahydro-6H-imidazo[4,5-g]isoquinolin-6-yl)-3-fluoropropan-2-yl)carbamate